FC(C=1C=C(OCC(=O)N2CC3N(C(C4=C(NC3=O)C=CC(=C4)C4=CC(=CC=C4)C(F)(F)F)=O)CC2)C=CC1)(F)F 2-(2-(3-(trifluoromethyl)phenoxy)acetyl)-8-(3-(trifluoromethyl)phenyl)-1,3,4,12a-tetrahydrobenzo[e]pyrazino[1,2-a][1,4]diazepine-6,12(2H,11H)-dione